creatinine-d3 [2H]C([2H])([2H])N1CC(=O)N=C1N